(E)-3-(5-(8-benzyl-2-oxa-5,8-diazaspiro[3.4]octane-5-carbonyl)thiophen-2-yl)-1-(thiophen-3-yl)prop-2-en-1-one C(C1=CC=CC=C1)N1CCN(C12COC2)C(=O)C2=CC=C(S2)/C=C/C(=O)C2=CSC=C2